N1C(N=C2N1C1=C(C=C2)NCC1)=O 7,8-dihydro-1H-pyrrolo[2,3-e][1,2,4]triazolo[1,5-a]pyridin-2(6H)-one